2-(2,6-dioxopiperidine-3-yl)-4-nitroisoindoline-1,3-dione O=C1NC(CCC1N1C(C2=CC=CC(=C2C1=O)[N+](=O)[O-])=O)=O